C(C)(=O)OC(C1=C(C(=CO1)C1=CC=CC=C1)C1=CC=CC=C1)(C1=CC=CC=C1)C1=CC=CC=C1 tetraphenylfurfuryl acetate